6-((tert-butyldiphenylsilyl)oxy)hexane-1-ol [Si](C1=CC=CC=C1)(C1=CC=CC=C1)(C(C)(C)C)OCCCCCCO